C(C)(C)(C)C=1N=CC(=NC1)N1C(O[C@]2(C1)C[C@H](C(CC2)(F)F)CN2C=NC1=C2C=C(C=C1)C#N)=O 1-(((5S,7S)-3-(5-(tert-Butyl)pyrazin-2-yl)-8,8-difluoro-2-oxo-1-oxa-3-azaspiro[4.5]decan-7-yl)methyl)-1H-benzo[d]imidazole-6-carbonitrile